[Si](C1=CC=CC=C1)(C1=CC=CC=C1)(C(C)(C)C)OC[C@H]1[C@H](C1)CCO 2-[(1R,2R)-2-[[tert-butyl(diphenyl)silyl]oxymethyl]cyclopropyl]ethanol